OCC[NH+](CCO)CCO tri(hydroxyethyl)ammonium